(S)-N-(3-(2-((1,5-dimethyl-1H-pyrazol-3-yl)amino)-5-methylpyrimidin-4-yl)-1H-indol-7-yl)-2-(3-((4-(dimethylamino)-1,3,5-triazin-2-yl)oxy)pyrrolidin-1-yl)acetamide CN1N=C(C=C1C)NC1=NC=C(C(=N1)C1=CNC2=C(C=CC=C12)NC(CN1C[C@H](CC1)OC1=NC=NC(=N1)N(C)C)=O)C